N-(3-(3-chlorophenyl)isoxazol-5-yl)-1-cyano-3-fluoropiperidine-3-carboxamide ClC=1C=C(C=CC1)C1=NOC(=C1)NC(=O)C1(CN(CCC1)C#N)F